N,2-dihydroxy-5-nitrobenzamide ONC(C1=C(C=CC(=C1)[N+](=O)[O-])O)=O